ETHYL-METHACRYLAMIDE C(C)C=C(C(=O)N)C